6-(4-((4-(2,4-dioxotetrahydropyrimidin-1(2H)-yl)benzyl)(methyl)amino)piperidin-1-yl)-2-(4-phenoxyphenyl)nicotinamide O=C1N(CCC(N1)=O)C1=CC=C(CN(C2CCN(CC2)C2=NC(=C(C(=O)N)C=C2)C2=CC=C(C=C2)OC2=CC=CC=C2)C)C=C1